5-{[5-(3-ethyl-1,2,4-oxadiazol-5-yl)-4-{[(1S)-2-hydroxy-1-phenylethyl]amino}pyrimidin-2-yl]amino}-3,3-dimethyl-1,3-dihydro-2-benzofuran-1-one C(C)C1=NOC(=N1)C=1C(=NC(=NC1)NC1=CC2=C(C(OC2(C)C)=O)C=C1)N[C@H](CO)C1=CC=CC=C1